ClC1=CC=C2C=C(N(C2=C1)C(C)C)C=1OC=NN1 2-(6-chloro-1-isopropyl-1H-indol-2-yl)-1,3,4-oxadiazole